BrC1=C2C(=NC=C1)N(N=C2)C 4-bromo-1-methyl-1H-pyrazolo[3,4-b]pyridine